tert-butyl (4-(4-amino-2-(4-hydroxybutyl)phenyl)piperazin-1-yl)carboxylate NC1=CC(=C(C=C1)N1CCN(CC1)C(=O)OC(C)(C)C)CCCCO